1-pentyl-1-propylpyrrolidinium methanesulfonate CS(=O)(=O)[O-].C(CCCC)[N+]1(CCCC1)CCC